N[C@H]1CN(CCC1)CC1=CC2=NC=CC(=C2S1)NC1=CC=C(C=C1)C1=CC2=C(N=CN=C2N2CCOCC2)N1 (R)-2-((3-aminopiperidin-1-yl)methyl)-N-(4-(4-morpholinyl-7H-pyrrolo[2,3-d]pyrimidin-6-yl)phenyl)thieno[3,2-b]pyridin-7-amine